methyl 2-(6-chloro-2-(methoxy) nicotinoyl)-4-oxopentanoate ClC1=NC(=C(C(=O)C(C(=O)OC)CC(C)=O)C=C1)OC